ONC(=N)C=1C(=NC=CC1)NC1=CC=C(C=C1)C(F)(F)F N-hydroxy-2-[4-(trifluoromethyl)anilino]pyridine-3-carboxamidine